N-(4-Methoxyphenyl)-6-{4-[1-(propan-2-yl)piperidin-4-yl]-1,4-diazepan-1-yl}pyridine-2-carboxamide COC1=CC=C(C=C1)NC(=O)C1=NC(=CC=C1)N1CCN(CCC1)C1CCN(CC1)C(C)C